[Na].S(=O)(=O)(O)N=C=O sulfoisocyanate sodium